3-chloro-5,6-difluoro-2-hydroxy-4-iodobenzoic acid ClC=1C(=C(C(=O)O)C(=C(C1I)F)F)O